BrC1=CC=C(C=C1)C=1N=C(C(=NC1C1=CC=C(C=C1)Br)C#N)C#N 5,6-bis(4-bromophenyl)pyrazine-dinitrile